5-(2-(4-((3,4-Dichloro-5-(trifluoromethoxy)benzyl)amino)butoxy)ethoxy)-3-(methylamino)pyrimido[4,5-c]quinoline-8-carboxylic acid ClC=1C=C(CNCCCCOCCOC2=NC=3C=C(C=CC3C3=C2N=C(N=C3)NC)C(=O)O)C=C(C1Cl)OC(F)(F)F